BrC1=CC=C(C=C1)C=1N=C(C2=C(N1)C1=C(O2)C=CC=C1)C=1C=NC=CC1 2-(4-bromophenyl)-4-(pyridin-3-yl)benzofuro[3,2-D]Pyrimidine